COC(C(CCCCCCCCCCC(=O)OC)[N+](=O)[O-])=O.[N+](=O)([O-])C(C(=O)OC)CCCCCCCCCC(=O)OC dimethyl 2-nitro-dodecanedioate dimethyl-2-nitro-tridecanedioate